6-(tert-butyldimethylsilyloxy)-3-iodo-1H-indazole [Si](C)(C)(C(C)(C)C)OC1=CC=C2C(=NNC2=C1)I